N-benzyl-N-[(s)-cyclopropyl-[(2S)-6-hydroxy-5-iodo-tetrahydropyran-2-yl]methyl]-2-methyl-propane-2-sulfinamide C(C1=CC=CC=C1)N(S(=O)C(C)(C)C)[C@H]([C@H]1OC(C(CC1)I)O)C1CC1